(4'-amino-3,3'-dimethyl-[1,1'-biphenyl]-4-yl)-2-(3-azidopropoxy)acetamide NC1=C(C=C(C=C1)C1=CC(=C(C=C1)C(C(=O)N)OCCCN=[N+]=[N-])C)C